1-(4-(quinoxaline-6-carbonyl)phenyl)-3-(3-(trifluoromethyl)phenyl)urea N1=CC=NC2=CC(=CC=C12)C(=O)C1=CC=C(C=C1)NC(=O)NC1=CC(=CC=C1)C(F)(F)F